(4-fluorophenyl)(4-phenyl-1,4-dihydro-quinolin-3-yl)methanone FC1=CC=C(C=C1)C(=O)C1=CNC2=CC=CC=C2C1C1=CC=CC=C1